ethyl 3-cyclopropyl-4,5-dihydroisoxazole-5-carboxylate C1(CC1)C1=NOC(C1)C(=O)OCC